6-bromo-N4-(3-fluoro-5-methoxy-4-pyridinyl)-7-methoxy-quinoline-3,4-diamine BrC=1C=C2C(=C(C=NC2=CC1OC)N)NC1=C(C=NC=C1OC)F